Ethyl (R)-4-(Piperidin-3-ylamino)-1H-pyrrolo[2,3-b]pyridine-5-carboxylate Dihydrochloride Salt Cl.Cl.N1C[C@@H](CCC1)NC1=C2C(=NC=C1C(=O)OCC)NC=C2